NC(COCCCO)CCC(F)(F)F 3-((2-amino-5,5,5-trifluoropentyl)oxy)propan-1-ol